hydroxy-dimyristoyl-spermine ONCCCN(CCCCN(CCCN)C(CCCCCCCCCCCCC)=O)C(CCCCCCCCCCCCC)=O